ClC=1C(=NC(=NC1)NC1CCOCC1)C1=CC=C2CN(C(C2=C1)=O)[C@@H](C(=O)N[C@H](CO)C1=NC=C(C=C1)Cl)C (2R)-2-(6-{5-chloro-2-[(oxan-4-yl)amino]pyrimidin-4-yl}-1-oxo-2,3-dihydro-1H-isoindol-2-yl)-N-[(1S)-1-(5-chloropyridin-2-yl)-2-hydroxyethyl]propanamide